C1(=CC=CC=C1)COC(=O)N1C(CCCC1)OCCNC(=O)OC(C)(C)C [2-(tert-Butoxycarbonylamino)ethoxy]Piperidine-1-carboxylic acid phenylmethyl ester